COC1=CC=C(C2=COC3=CC(=CC=C3C2=O)OC)C=C1 4',7-dimethoxyisoflavone